[Hg]=[Te] Mercury(II) telluride